(terphenylyl)(dibenzothiophenyl)carbazole C1(=C(C=CC=C1)C1=C(C=2NC3=CC=CC=C3C2C=C1)C1=CC=CC=2SC3=C(C21)C=CC=C3)C=3C(=CC=CC3)C3=CC=CC=C3